C1N(CCC2=CC=CC=C12)C[C@H](CN1CCOC2=C(C1=O)C=CC(=C2)OC2CCC(CC2)N(C2COC2)C)O 4-[(2R)-3-(3,4-dihydro-1H-isoquinolin-2-yl)-2-hydroxypropyl]-8-[4-[methyl(oxetan-3-yl)amino]cyclohexoxy]-2,3-dihydro-1,4-benzoxazepin-5-one